C(#N)C1=C(C=C(C=C1)F)NC(OC)=O methyl (2-cyano-5-fluorophenyl)carbamate